4-((1-(4-(2-(2-aminopyridin-3-yl)-5-methoxy-3H-imidazo[4,5-b]pyridin-3-yl)benzyl)piperidin-4-yl)amino)pyrimidine-2-carbonitrile NC1=NC=CC=C1C1=NC=2C(=NC(=CC2)OC)N1C1=CC=C(CN2CCC(CC2)NC2=NC(=NC=C2)C#N)C=C1